OC(CC(=O)SCCNC(CCNC([C@@H](C(COP(OP(OC[C@@H]1[C@H]([C@H]([C@@H](O1)N1C=NC=2C(N)=NC=NC12)O)OP(=O)(O)O)(=O)O)(=O)O)(C)C)O)=O)=O)CC(=O)O 3-hydroxyglutaryl-CoA